Cl.ClC1=CC=C(C=C1)C1=CC=2C3=C(NC2C=C1)CCNC3 8-(4-chlorophenyl)-2,3,4,5-tetrahydro-1H-pyrido[4,3-b]indole hydrochloride